FC1=CC=C(CN2C=CC3=C(C=C(C=C23)C2=CN(C3=C(N=CC=C32)OC)C)CS(=O)(=O)N)C=C1 (1-(4-fluorobenzyl)-6-(7-methoxy-1-methyl-1H-pyrrolo[2,3-c]pyridin-3-yl)-1H-indol-4-yl)methanesulfonamide